3-{[2-(4-Chlorophenyl)imidazo[1,2-a]pyridin-3-yl]methyl}-N-isopropyl-3,8-diazabicyclo[3.2.1]octane-8-carboxamide ClC1=CC=C(C=C1)C=1N=C2N(C=CC=C2)C1CN1CC2CCC(C1)N2C(=O)NC(C)C